tert-butyl-2-(((benzyloxy)carbonyl)amino)-7,8-dihydro-4H-pyrazolo[1,5-a][1,4]diazepine-5(6H)-carboxylate C(C)(C)(C)OC(=O)N1CC=2N(CCC1)N=C(C2)NC(=O)OCC2=CC=CC=C2